3-Chloro-4-(difluoromethoxy)-6-hydroxy-2-methyl-benzoic acid ClC=1C(=C(C(=O)O)C(=CC1OC(F)F)O)C